CC(C)(CCC=C)NC1=C(C=CC(=N1)C(=O)O)C(F)(F)F 6-((2-methylhex-5-en-2-yl)amino)-5-(trifluoromethyl)picolinic acid